rac-5-{2-[(2R,5S)-2-(2,3-dihydro-1-Benzofuran-5-yl)-5-methylpiperidin-1-Yl]-2-oxoacetamido}Pyridine-3-carboxamide O1CCC2=C1C=CC(=C2)[C@@H]2N(C[C@H](CC2)C)C(C(=O)NC=2C=C(C=NC2)C(=O)N)=O |r|